N-(4-cyano-2,5-difluorophenyl)-6-(2-methoxyethoxy)-1H-indole-3-sulfonamide C(#N)C1=CC(=C(C=C1F)NS(=O)(=O)C1=CNC2=CC(=CC=C12)OCCOC)F